FC(COCCF)(COCCF)F 2,2-difluoro-1,3-bis(2-fluoroethoxy)propane